BrC1=C2C=CNC2=C(C=C1)[N+](=O)[O-] 4-bromo-7-nitroindole